C[C@@H]1O[C@H](CN(C1)CC(=O)NC=1C=C(C(=NC1)C)C=1N2C(SC1\C=C\COC)=C(C=N2)C(=O)N)C (5-(2-(trans-2,6-dimethylmorpholino)acetamido)-2-methylpyridin-3-yl)-2-((E)-3-methoxyprop-1-en-1-yl)pyrazolo[5,1-b]thiazole-7-carboxamide